N-(1-(2,4-dihydroxyphenyl)ethyl)-2-piperidone OC1=C(C=CC(=C1)O)C(C)N1C(CCCC1)=O